3-(2,6-Diazaspiro[3.4]oct-6-yl)-7-(2,8-dimethylimidazo[1,2-b]pyridazin-6-yl)-5-fluorocinnoline ditrifluoroacetate salt FC(C(=O)O)(F)F.FC(C(=O)O)(F)F.C1NCC12CN(CC2)C=2N=NC1=CC(=CC(=C1C2)F)C=2C=C(C=1N(N2)C=C(N1)C)C